(S)-1-(4-fluoro-3-methylphenyl)-3-((1-oxo-1,2-dihydroisoquinolin-4-yl)methyl)urea FC1=C(C=C(C=C1)NC(=O)NCC1=CNC(C2=CC=CC=C12)=O)C